1-(4-fluorophenyl)-6-methyl-5-((3aR,6aS)-5-((1-propyl-1H-pyrazol-4-yl)sulfonyl)hexahydropyrrolo[3,4-c]pyrrol-2(1H)-yl)-1H-indazole FC1=CC=C(C=C1)N1N=CC2=CC(=C(C=C12)C)N1C[C@H]2CN(C[C@H]2C1)S(=O)(=O)C=1C=NN(C1)CCC